[Cl-].[Cl-].[Cl-].O water trichloride